C(C)(C)(C)C=1C=C(C(=C(C1)[N+](=O)[O-])C)C 5-tert-butyl-2,3-dimethyl-Nitrobenzene